C(=O)(O)CN1CN(C2(C1=O)CCNCC2)C2=CC=CC=C2 3-carboxymethyl-1-phenyl-1,3,8-triazaspiro[4.5]decan-4-one